2-(1H-imidazol-1-yl)thiaThieno[3,2-d]Pyrimidine-4-carboxylic acid ethyl ester C(C)OC(=O)C=1C2=C(NS(N1)N1C=NC=C1)C=CS2